N-(3-(1H-imidazol-1-yl)propyl)-2-(5-(4-chlorophenyl)thiophen-2-yl)acetamide N1(C=NC=C1)CCCNC(CC=1SC(=CC1)C1=CC=C(C=C1)Cl)=O